FC1=CC=C(C=C1)C1CC1 (4-fluorophenyl)cyclopropane